FC(OCCCOC=1OC(=CN1)C12CC(C1)(C2)N)(F)F 3-{2-[3-(trifluoromethoxy)propoxy]-1,3-oxazol-5-yl}bicyclo[1.1.1]pentan-1-amine